(S)-3-(5-(1-aminoisoquinolin-7-yl)-3-((2-(2-ethoxy-2-oxoethyl)phenoxy)methyl)-1H-indazol-1-yl)pyrrolidine-1-carboxylic acid isopropyl ester C(C)(C)OC(=O)N1C[C@H](CC1)N1N=C(C2=CC(=CC=C12)C1=CC=C2C=CN=C(C2=C1)N)COC1=C(C=CC=C1)CC(=O)OCC